CN1N=CC(=C1)C1=C2C(=NC=C1)NC=C2C2=CC=1N(C=C2)N=CC1C(=O)NC=1C=NC=CC1 5-(4-(1-methyl-1H-pyrazol-4-yl)-1H-pyrrolo[2,3-b]pyridin-3-yl)-N-(pyridin-3-yl)pyrazolo[1,5-a]pyridine-3-carboxamide